CO[Si](CCC[N+](C)(C)C)(OC)OC N-(3-trimethoxysilylpropyl)-N,N,N-trimethylammonium